5-chloro-7-(2-methylpropyl)imidazo[4,3-f][1,2,4]triazin ClC=1N=C(N2N=CN=CC21)CC(C)C